C(#N)C1=C(N=C(S1)N(C=1C(=NN2C1C=C(C(=C2)F)N2CCN(CC2)C(=O)OC(C)(C)C)CC)C([2H])([2H])[2H])C2=C(C(=C(C(=C2[2H])[2H])F)[2H])[2H] tert-Butyl 4-(3-((5-cyano-4-(4-fluorophenyl-2,3,5,6-d4)thiazol-2-yl)(methyl-d3)amino)-2-Ethyl-6-fluoropyrazolo[1,5-a]pyridin-5-yl)piperazine-1-carboxylate